C1(=CC=CC=C1)CC#CC1=C(N)C=CC=C1 2-(3-phenylprop-1-yn-1-yl)aniline